2-[(Z)-[5-[3-(3-aminopropoxy)-1H-pyrazol-4-yl]-2-oxo-1H-pyrrolo[2,3-c]pyridine-3-ylidene]methyl]-1H-pyrrole-3-carboxylic acid HCl salt Cl.NCCCOC1=NNC=C1C=1C=C/2C(=CN1)NC(\C2=C/C=2NC=CC2C(=O)O)=O